OCCC1=CC=C(NC2=NC=C3C(=N2)N=NC3=O)C=C1 6-[4-(2-hydroxyethyl)anilino]pyrazolo[3,4-d]pyrimidin-3-one